CC1(C2=CC=CC=C2C=2C=CC(=CC12)N(C1=CC2=CC=C(C=C2C=C1)B1OC(C(O1)(C)C)(C)C)C1=CC=CC=C1)C 9,9-dimethyl-N-phenyl-N-(6-(4,4,5,5-tetramethyl-1,3,2-dioxaborolan-2-yl)naphthalen-2-yl)-9H-fluoren-2-amine